BrC1=CC=CC=2C=3N(C(=NC12)N[C@@H](C(=O)NCCC)CC)N=C(N3)C3=C(C=C(C=C3)Cl)OC(F)(F)F (2R)-2-({7-bromo-2-[4-chloro-2-(trifluoromethoxy)phenyl][1,2,4]triazolo[1,5-c]quinazolin-5-yl}amino)-N-propylbutanamide